BrCC1=CC(=C(C(=O)OCC)C=C1)NC(=O)OC(C)(C)C Ethyl 4-(bromomethyl)-2-((tert-butoxycarbonyl)amino)benzoate